3-chloro-1-ethyl-5-(1-methyl-1H-pyrazol-5-yl)-6-(2,4,6-trifluorophenyl)pyridin-2(1H)-one ClC=1C(N(C(=C(C1)C1=CC=NN1C)C1=C(C=C(C=C1F)F)F)CC)=O